N(=[N+]=[N-])CC=1N=C(SC1)N1CCN(CC1)C(C)C1=CC2=C(OCO2)C=C1 4-(azidomethyl)-2-(4-(1-(benzo[d][1,3]dioxol-5-yl)ethyl)piperazin-1-yl)thiazol